OC[C@H]1N(CCC1)C=O ((S)-2-hydroxymethyl-pyrrolidin-1-yl)-methanone